5-(4-((3-ethyl-5-methoxy-2,4-dioxo-1,2,3,4-tetrahydroquinazolin-7-yl)methyl)piperazin-1-yl)-6-fluoro-N-methylpyridinamide C(C)N1C(NC2=CC(=CC(=C2C1=O)OC)CN1CCN(CC1)C=1C=CC(=NC1F)C(=O)NC)=O